BrC=1C=C(C(=NC1)C)S(=O)(=O)CC 5-bromo-3-(ethylsulfonyl)picoline